ClC=1C=C(C=CC1)[C@](NC(=O)C1CC2(C1)NC(NC2=O)=O)(C2CCCC2)C#N (2r,4R)-N-((R)-(3-chlorophenyl)(cyano)(cyclopentyl)methyl)-6,8-dioxo-5,7-diazaspiro[3.4]octane-2-carboxamide